1-[2-(4-chloro-1H-pyrazol-1-yl)acetyl]-4-fluoro-N-{phenyl[4-(propan-2-yl)phenyl]methyl}pyrrolidine-2-carboxamide ClC=1C=NN(C1)CC(=O)N1C(CC(C1)F)C(=O)NC(C1=CC=C(C=C1)C(C)C)C1=CC=CC=C1